(3S*,3aS*,6R*,7R*,7aS*)-4-acetyl-N,1,7-tribenzyloctahydro-3aH-3,6-methanopyrrolo[3,2-b]pyridine-3a-carboxamide C(C)(=O)N1[C@@]2([C@@H]3[C@@H]([C@H](C1)C[C@H]2CN3CC3=CC=CC=C3)CC3=CC=CC=C3)C(=O)NCC3=CC=CC=C3 |o1:4,5,6,7,10|